2-NAPHTHALEN-1-YL-MALONALDEHYDE C1(=CC=CC2=CC=CC=C12)C(C=O)C=O